methyl 4-((tert-butoxycarbonyl)amino)imidazo[1,5-a]quinoxaline-8-carboxylate C(C)(C)(C)OC(=O)NC=1C=2N(C3=CC(=CC=C3N1)C(=O)OC)C=NC2